(1-(2-chloro-5-((1-methylpiperidin-4-yl)ethynyl)pyridin-4-yl)-4-methylpiperidin-4-yl)methanol ClC1=NC=C(C(=C1)N1CCC(CC1)(C)CO)C#CC1CCN(CC1)C